2-[2-[[3-chloro-6-[3,6-dihydro-3-methyl-2,6-dioxo-4-(trifluoromethyl)-1(2H)-pyrimidinyl]-5-fluoro-2-pyridinyl]oxy]phenoxy]-N-(methylsulfonyl)acetamide ClC=1C(=NC(=C(C1)F)N1C(N(C(=CC1=O)C(F)(F)F)C)=O)OC1=C(OCC(=O)NS(=O)(=O)C)C=CC=C1